Fluorocarbon (i) F[C]